NC=1C=C(C(=NC1C1=CC=CC=C1)C=1C=NC(=NC1)O)C 5-(5-amino-3-methyl-6-phenylpyridin-2-yl)pyrimidin-2-ol